FC(OC1=CC=C(C=C1)C1=CC(=CN=N1)C(=O)NCC=1C(=NC=CC1C)N1CCOCC1)(F)F 6-[4-(trifluoromethoxy)phenyl]-N-[(4-methyl-2-morpholino-3-pyridinyl)methyl]pyridazine-4-carboxamide